7-[4-(dimethylamino)piperidin-1-yl]-2-(5,7-dimethylfuro[2,3-c]pyridin-2-yl)-4H-pyrido[1,2-a]pyrimidin-4-one CN(C1CCN(CC1)C=1C=CC=2N(C(C=C(N2)C2=CC=3C(=C(N=C(C3)C)C)O2)=O)C1)C